Tert-butyl (S)-4-(7-((S)-1-(((S)-1-((1-cyanocyclopropyl) amino)-4-methyl-1-oxopentan-2-yl) amino)-2,2,2-trifluoroethyl) dibenzo[b,d]furan-2-yl)-3,6-dihydropyridine-1(2H)-carboxylate C(#N)C1(CC1)NC([C@H](CC(C)C)N[C@H](C(F)(F)F)C1=CC2=C(C3=C(O2)C=CC(=C3)C=3CCN(CC3)C(=O)OC(C)(C)C)C=C1)=O